propyl-3-(propan-2-yloxy)benzoic acid C(CC)C1=C(C(=O)O)C=CC=C1OC(C)C